O1C(OCC1)CCC(C(C)C)N1CC2(C1)CN(CC2)C=2N=CN=NC2OC2=C(C(=O)N(C(C)C)C(C)C)C=C(C=C2)F 2-((5-(2-(1-(1,3-dioxolan-2-yl)-4-methylpent-3-yl)-2,6-diazaspiro[3.4]oct-6-yl)-1,2,4-triazin-6-yl)oxy)-5-fluoro-N,N-diisopropylbenzamide